O1CCN(CC1)S(=O)(=O)N1CC(CC(C1)C(F)(F)F)C(=O)OC Methyl 1-(morpholinosulfonyl)-5-(trifluoromethyl)piperidine-3-carboxylate